ClC=1C=C2C(=NC(=NC2=CC1C1=C(C(=CC(=N1)N)C)C(F)(F)F)C(F)(F)F)N1CCNCC1 6-[6-chloro-4-(piperazin-1-yl)-2-(trifluoromethyl)quinazolin-7-yl]-4-methyl-5-(trifluoromethyl)pyridin-2-amine